C(C)(C)C1=CC=C(C=C1)NC1=C(C(=O)N)C=CC=N1 2-((4-isopropylphenyl)amino)nicotinamide